3-{6-[2-(4-Hydroxy-3-methoxyphenyl)acetamido]pyridin-2-yl}phenyl 2-methylpropanoate CC(C(=O)OC1=CC(=CC=C1)C1=NC(=CC=C1)NC(CC1=CC(=C(C=C1)O)OC)=O)C